5-(4-((1S,5R)-3-azabicyclo[3.1.0]hex-1-yl)phenyl)-2-aminonicotinic acid methyl ester hydrochloride Cl.COC(C1=C(N=CC(=C1)C1=CC=C(C=C1)[C@]12CNC[C@@H]2C1)N)=O